6-amino-7-(3-hydroxy-2,6-dimethylphenyl)-2-(tetrahydro-2H-pyran-4-yl)benzo[d]oxazole-5-carbonitrile NC1=C(C2=C(N=C(O2)C2CCOCC2)C=C1C#N)C1=C(C(=CC=C1C)O)C